N[C@H](C)C=1C=C(C=C2C(C(=C(OC12)C=1C=C2C=NN(C2=CC1)C)C)=O)C 8-[(1R)-1-Aminoethyl]-3,6-dimethyl-2-(1-methylindazol-5-yl)chromen-4-one